ClC=1C=C(C=CC1N1C(N(C=C1)C)=O)C1=C(C(=CC(=C1)F)C=1C=NC(=C(C1)N1CCN(CC1)C(C)C)CC)O 1-(3-chloro-3'-(6-ethyl-5-(4-isopropylpiperazin-1-yl)pyridin-3-yl)-5'-fluoro-2'-hydroxy-[1,1'-biphenyl]-4-yl)-3-methyl-1H-imidazol-2(3H)-one